ClC=1C=C2CCCN(C2=C(C1)C1=C2C(=NC=C1)C=C(S2)CN2C(CCC2=O)=O)C2CN(C2)C2CC2 1-((7-(6-chloro-1-(1-cyclopropylazetidin-3-yl)-1,2,3,4-tetrahydroquinolin-8-yl)thieno[3,2-b]pyridin-2-yl)methyl)pyrrolidine-2,5-dione